Cl.BrC=1C=C2[C@@H](CCOC2=C(C1)Br)N (R)-6,8-dibromochroman-4-amine hydrochloride